(4aR,8aS)-6-[6-[[4-(trifluoromethyl)imidazol-1-yl]methyl]-2-azaspiro[3.3]heptane-2-carbonyl]-4,4a,5,7,8,8a-hexahydropyrido[4,3-b][1,4]oxazin-3-one FC(C=1N=CN(C1)CC1CC2(CN(C2)C(=O)N2C[C@@H]3[C@@H](OCC(N3)=O)CC2)C1)(F)F